OC(C)(C)C1=CC=C(C(=O)OC(C)C)C=C1 isopropyl 4-α-hydroxyisopropylbenzoate